CN(C=1C=CC=2CC3=CC=C(C=C3N(C2C1)C)C=1N=NC(=NN1)C)C 3-(Dimethylamino)-10-methyl-6-(6-methyl-1,2,4,5-tetrazin-3-yl)acridine